ONC(C1=CC=C(C=C1)CN1N=C(C=C1C1=C(C=CC=C1)C)C=1C=C2C(N(C=NC2=CC1)C)=O)=O N-hydroxy-4-{[3-(3-methyl-4-oxo-3,4-dihydro-quinazolin-6-yl)-5-(2-methylphenyl)-1H-pyrazol-1-yl]methyl}benzamide